2-(1H-imidazol-1-yl)-N-(3-morpholinophenyl)-6-(trifluoromethyl)pyrimidine-4-carboxamide N1(C=NC=C1)C1=NC(=CC(=N1)C(=O)NC1=CC(=CC=C1)N1CCOCC1)C(F)(F)F